3-(6-Aminopyridin-3-yl)-N-isobutylbenzamide NC1=CC=C(C=N1)C=1C=C(C(=O)NCC(C)C)C=CC1